tetracosyl n-propanoate C(CC)(=O)OCCCCCCCCCCCCCCCCCCCCCCCC